dihydropyrazolo[1,5-a]pyrazine N1CC=C2N1C=CN=C2